5-(3-aminopyrrolidin-1-yl)-N-(4-((2-ethyl-4-phenylthiazol-5-yl)oxy)pyridin-2-yl)pyridin-2-amine NC1CN(CC1)C=1C=CC(=NC1)NC1=NC=CC(=C1)OC1=C(N=C(S1)CC)C1=CC=CC=C1